4-[6-[[5-fluoro-4-(3-isopropylpyrazolo[1,5-a]pyridin-5-yl)pyrimidin-2-yl]amino]-3-pyridinyl]-1,4-diazepin-5-one FC=1C(=NC(=NC1)NC1=CC=C(C=N1)N1CC=NC=CC1=O)C1=CC=2N(C=C1)N=CC2C(C)C